(R)-2-((R)-3-Methyl-morpholin-4-yl)-9-[2-oxo-2-(tetrahydro-pyran-4-yl)ethyl]-6-trifluoromethyl-6,7,8,9-tetrahydro-pyrimido[1,2-a]-pyrimidin-4-one C[C@H]1N(CCOC1)C=1N=C2N(C(C1)=O)[C@H](CCN2CC(C2CCOCC2)=O)C(F)(F)F